(2-propyl) pyrophosphate O(P([O-])(=O)OP(=O)([O-])[O-])C(C)C